ClC(C(C(F)(F)Cl)(F)F)F 1,3-dichloro-1,2,2,3,3-pentafluoropropane